tert-butyl 4-fluoro-4-[[5-(1-methoxy carbonyl-isobutyl)isoxazol-3-yl]oxymethyl]piperidine-1-carboxylate FC1(CCN(CC1)C(=O)OC(C)(C)C)COC1=NOC(=C1)C(C(C)C)C(=O)OC